S1C(=C(C=C1)C1=CSC=C1)C(C(=O)O)CC=O ([3,3'-bithiophene]-2-yl)-4-oxobutyric acid